FC1=C(C=C(C=C1)NC(=O)C=1N(C=C2C1OCC1C(NS2(=O)=O)CN(CC1)C(=O)C=1N=COC1C)C)C N-(4-fluoro-3-methylphenyl)-2-methyl-7-(5-methyloxazole-4-carbonyl)-5,5a,6,7,8,9,9a,10-octahydro-2H-pyrido[3,4-f]pyrrolo[3,4-b][1,4,5]oxathiazocine-1-carboxamide 4,4-dioxide